C/C(/C(C=C=C)O)=C\CC (E)-5-methylocta-1,2,5-trien-4-ol